(R)-N'-((2'-methoxy-2-methyl-[4,4'-bipyridin]-3-yl)carbamoyl)-6,6-dimethyl-6,7-dihydro-5H-pyrazolo[5,1-b][1,3]oxazine-3-sulfonimidamide COC1=NC=CC(=C1)C1=C(C(=NC=C1)C)NC(=O)N=[S@](=O)(N)C=1C=NN2C1OCC(C2)(C)C